N1=NC(=CC=C1)C(C)O 1-(pyridazin-3-yl)ethanol